C(C1CO1)N(CCCC)CCCC N-(2,3-epoxypropyl)dibutylamine